C(C)(C)(C)OC(=O)N1CCN(CC1)C1=C(C(=NC2=C(C=C(C=C12)Cl)OC1=C2C=NNC2=CC=C1C)Cl)C#N 4-(2,6-dichloro-3-cyano-8-((5-methyl-1H-indazol-4-yl)oxy)quinolin-4-yl)piperazine-1-carboxylic acid tert-butyl ester